2-([1,1':4',1''-terphenyl]-2'-yl)-4,4,5,5-tetramethyl-1,3,2-dioxaborolane C1(=CC=CC=C1)C1=C(C=C(C=C1)C1=CC=CC=C1)B1OC(C(O1)(C)C)(C)C